5-fluoro-6-methylpyridine-3-carboxylic acid FC=1C=C(C=NC1C)C(=O)O